tert-butyl (1S,4S)-5-[4-[3-chloro-2-fluoro-4-[[(2R)-tetrahydrofuran-2-yl] methoxy]anilino]pyrido[3,2-d]pyrimidin-6-yl]-2,5-diazabicyclo[2.2.1]heptane-2-carboxylate ClC=1C(=C(NC=2C3=C(N=CN2)C=CC(=N3)N3[C@@H]2CN([C@H](C3)C2)C(=O)OC(C)(C)C)C=CC1OC[C@@H]1OCCC1)F